(E)-N-(4-(decylamino)-4-oxobut-2-en-2-yl)-N,N-dimethyldecan-1-aminium chloride [Cl-].C(CCCCCCCCC)NC(/C=C(\C)/[N+](CCCCCCCCCC)(C)C)=O